ClC1=CC=C(CCN[C@H](C(=O)NC2=NC=C(C=C2)N2CCN(CC2)C)C2=CC=CC=C2)C=C1 |r| (S)- and (R)-2-((4-chlorophenethyl)amino)-N-(5-(4-methylpiperazin-1-yl)pyridin-2-yl)-2-phenylacetamide